octabutyl-cyclotetrasiloxane C(CCC)[Si]1(O[Si](O[Si](O[Si](O1)(CCCC)CCCC)(CCCC)CCCC)(CCCC)CCCC)CCCC